2-((tert-butoxycarbonyl)amino)-3-cyclopropylpropanoic acid C(C)(C)(C)OC(=O)NC(C(=O)O)CC1CC1